FC1=C(OC2=CC3=C(N=C(N=C3)NC3CN(CC3)C(C=C)=O)N3C2=NCC3)C=CC(=C1)F 1-(3-((6-(2,4-difluorophenoxy)-8,9-dihydroimidazo[1',2':1,6]pyrido[2,3-d]pyrimidin-2-yl)amino)pyrrolidin-1-yl)prop-2-en-1-one